ClC1=CC2=C(C=C3N2C(=NN(C3=O)CC(=O)N[C@H]3CN(CCC3)C[C@H](C)O)C(C)C)S1 2-(2-Chloro-5-isopropyl-8-oxothieno[2',3':4,5]pyrrolo[1,2-d][1,2,4]triazin-7(8H)-yl)-N-((R)-1-((S)-2-hydroxypropyl)piperidin-3-yl)acetamid